2-(propa-1,2-dien-1-yl)decahydronaphthalen-2-ol C(=C=C)C1(CC2CCCCC2CC1)O